(3-(3-(phenylmethyloxy)phenyl)cyclopentyl)propan-2-one C1(=CC=CC=C1)COC=1C=C(C=CC1)C1CC(CC1)CC(C)=O